N-hydroxy-2-methylbenzamid ONC(C1=C(C=CC=C1)C)=O